N(C(=N)N)CC1=CC=C(C=C1)NC(=O)C12CCC(CC1)(CC2)C(=O)NC2=CC=C(C=C2)OCCNC(=N)N bicyclo[2.2.2]octane-1,4-dicarboxylic acid [4-(2-guanidino-ethoxy)-phenyl]-amide (4-guanidinomethyl-phenyl)-amide